C(C)O[C@H]1C[C@H](N(CC1)CC1=C2C=CNC2=C(C=C1OC)C)C1=CC=C(C(=O)N[C@@H](CC2=CC=C(C=C2)O)C(=O)O)C=C1 (4-((2s,4r)-4-ethoxy-1-((5-methoxy-7-methyl-1H-indol-4-yl)methyl)piperidin-2-yl)benzoyl)tyrosine